ClC=1C(=C(C=CC1F)[C@@H](NC(=O)N1[C@@H](C(NCC1)=O)CC)C=1C=NC(=CC1)C(F)(F)F)F |o1:13| N-((S)-(3-chloro-2,4-difluorophenyl)(6-(trifluoromethyl)pyridin-3-yl)methyl)-(R or S)-2-ethyl-3-oxopiperazine-1-carboxamide